ethyl 5-(5-methylthiophen-2-yl)isoxazole-3-carboxylate CC1=CC=C(S1)C1=CC(=NO1)C(=O)OCC